2-chloroethyltrimethylammonium ClCC[N+](C)(C)C